BrC1=C(C=C(C(=C1)[N+](=O)[O-])OC)N1CCC(CC1)CN1CCN(CC1)C=1C=C2CN(C(C2=CC1)=O)C1C(NC(CC1)=O)=O 3-(5-(4-((1-(2-bromo-5-methoxy-4-nitrophenyl)piperidin-4-yl)methyl)piperazin-1-yl)-1-oxoisoindolin-2-yl)piperidine-2,6-dione